ClC1=C(OCC(=O)O)C=CC(=C1)OC(F)(F)F 2-(2-chloro-4-(trifluoromethoxy)phenoxy)acetic acid